3-[2,5-difluoro-4-(1H-pyrazol-4-yl)phenyl]-7-(2,2,6,6-tetramethylpiperidin-4-yl)-7H-imidazo[4,5-c]pyridazine hydrochloride Cl.FC1=C(C=C(C(=C1)C=1C=NNC1)F)C1=CC2=C(N=N1)N(C=N2)C2CC(NC(C2)(C)C)(C)C